9H-Pyrrolo[1',2':2,3]isoindolo[4,5,6-cd]indol-9-one C1=NC2=CC=CC=3C2=C1C1=C2N(C=C1C3)C(C=C2)=O